FC=1C=C(C=CC1C1(CC(=C(C2=CC=CC=C12)NC(C(F)(F)F)=O)\N=N\[H])S(=O)(=O)O)C1=CC(=C(C=C1)C1(CC(=C(C2=CC=CC=C12)NC(C(F)(F)F)=O)\N=N\[H])S(=O)(=O)O)F 1,1'-(3,3'-difluoro[1,1'-biphenyl]-4,4'-diyl)bis{4-trifluoroacetylamino-3-[(E)-diazenyl]naphthalene-1-sulfonic acid}